COC(NC)=N O-methyl-N-methyl-isourea